1-((1R,5S,6s)-6-((4-amino-5-(2-methoxy-4-phenoxyphenyl)-7-methyl-7H-pyrrolo[2,3-d]pyrimidin-6-yl)ethynyl)-3-azabicyclo[3.1.0]hexan-3-yl)prop-2-en-1-one NC=1C2=C(N=CN1)N(C(=C2C2=C(C=C(C=C2)OC2=CC=CC=C2)OC)C#CC2[C@@H]1CN(C[C@H]21)C(C=C)=O)C